BrC1=CC=C(C(=N1)F)CC1(CCN(CC1)C(=O)OC(C)(C)C)O tert-butyl 4-((6-bromo-2-fluoropyridin-3-yl) methyl)-4-hydroxypiperidine-1-carboxylate